F[C@H]1[C@@H]([C@H]2CN[C@@H]1CC2)OC2=CC=C(N=N2)C2=C(C=C(C=C2)N2C=NC=C2)O 2-(6-(((1R,4R,5R,6R)-6-fluoro-2-azabicyclo[2.2.2]octan-5-yl)oxy)pyridazin-3-yl)-5-(1H-imidazol-1-yl)phenol